6-fluoro-4-vinyl-1,4-dihydro-2H-benzo[d][1,3]oxazin-2-one FC1=CC2=C(NC(OC2C=C)=O)C=C1